((1H-Imidazol-4-yl)(phenyl)methyl)-2-chloroaniline N1C=NC(=C1)C(C1=CC=CC=C1)NC1=C(C=CC=C1)Cl